BrC1=CC=C(C=C1)C1(NC2=CC=CC=C2C1=O)C=1C(N(C(C1)=O)C)=O 3-(2-(4-Bromophenyl)-3-oxoindolin-2-yl)-1-methyl-1H-pyrrole-2,5-dione